Cl.C(C)NCC DIETHYLAMINE HYDROCHLORIDE